FC1=C(C=CC=C1S(=O)(=O)C)NC1=NC=C(C(=N1)C1=CN(C2=C(C=CC=C12)[N+](=O)[O-])COCC[Si](C)(C)C)C N-(2-fluoro-3-(methylsulfonyl)phenyl)-5-methyl-4-(7-nitro-1-((2-(trimethylsilyl)ethoxy)methyl)-1H-indol-3-yl)pyrimidin-2-amine